tert-butyl (4-(4,5-dihydrobenzo[b]thieno[2,3-d]oxepine-9-carboxamido)benzyl)carbamate S1C=CC2=C1C1=C(OCC2)C=CC(=C1)C(=O)NC1=CC=C(CNC(OC(C)(C)C)=O)C=C1